N-((1s,3s)-3-((2-(2,6-dioxopiperidin-3-yl)-1,3-dioxoisoindolin-5-yl)oxy)cyclobutyl)-5-(4-((7-ethyl-6-oxo-5,6-dihydro-1,5-naphthyridin-3-yl)methyl)piperazin-1-yl)picolinamide O=C1NC(CC[C@@H]1N1C(C2=CC=C(C=C2C1=O)OC1CC(C1)NC(C1=NC=C(C=C1)N1CCN(CC1)CC=1C=NC=2C=C(C(NC2C1)=O)CC)=O)=O)=O